BrC1=CC=CC(=N1)C=O 6-Bromopyridine-2-carboaldehyde